N1(C=NC=C1)C(=O)NC=1C=C(C=CC1)C[C@H](C(=O)OC(C)(C)C)[C@@H]1CN(CC1)C(=O)OC(C)(C)C tert-butyl (R)-3-((S)-3-(3-(1H-imidazole-1-carboxamido)phenyl)-1-(tert-butoxy)-1-oxopropane-2-yl)pyrrolidine-1-carboxylate